COC1=C(CN2C(C=3C(=NC(=C(C3C2)F)N[C@@H](C(=O)O)CC(C)C)C=2C=NN(C2)C)=O)C=CC(=C1)OC (R)-2-(2-(2,4-Dimethoxybenzyl)-7-fluoro-4-(1-methyl-1H-pyrazol-4-yl)-3-oxo-2,3-dihydro-1H-pyrrolo[3,4-c]pyridin-6-ylamino)-4-methylpentanoic Acid